CC1=C(C=C(C(=O)NCC2=NC=C3C=CC(=NC3=C2)N2C[C@H](CC2)C2=CC=NC=C2)C=C1)S(=O)(=O)C (R)-4-methyl-3-(methylsulfonyl)-N-((2-(3-(pyridin-4-yl)pyrrolidin-1-yl)-1,6-naphthyridin-7-yl)methyl)benzamide